2-[4-bromo-5-(pyridin-4-yl)-1H-imidazol-1-yl]acetic acid BrC=1N=CN(C1C1=CC=NC=C1)CC(=O)O